Dodecanic acid C(CCCCCCCCCCC)(=O)O